C(C)(C)(C)OC(=O)NCC1(CCC1)C(=O)O 1-(((tert-butoxycarbonyl)amino)methyl)cyclobutanecarboxylic acid